FC(CN1C(=NC2=C1C=C(C=C2F)C=2C=CN1N=C(N=C(C12)OC)N[C@@H]1[C@@H](CN(CC1)CCOC)F)C)F 5-(1-(2,2-difluoroethyl)-4-fluoro-2-methyl-1H-benzo[d]imidazol-6-yl)-N-((3R,4S)-3-fluoro-1-(2-methoxyethyl)piperidin-4-yl)-4-methoxypyrrolo[2,1-f][1,2,4]triazin-2-amine